(5R)-3-{6-[(2,5-dimethylphenyl)oxy]-3-pyridinyl}-5-methyl-2,4-imidazolidinedione CC1=C(C=C(C=C1)C)OC1=CC=C(C=N1)N1C(N[C@@H](C1=O)C)=O